2-(2,6-Diisopropylphenyl)-5-(dimethylamino)imidazo[1,5-a]pyridin-3-ylidenegold(I) C(C)(C)C1=C(C(=CC=C1)C(C)C)N1C(N2C(C=CC=C2N(C)C)=C1)=[Au-]